Metaperiodat I(=O)(=O)(=O)[O-]